N-(5-((3H-spiro[furo[3,4-c]pyridin-1,3'-pyrrolidin]-1'-yl)methyl)thiazol-2-yl)acetamide N1(CC2(CC1)OCC=1C=NC=CC12)CC1=CN=C(S1)NC(C)=O